NC1=NC=C(C2=C1C=NN2)NC(=O)C(=O)N([C@@H](C)C2=C(C=C(C=C2)C(C(F)(F)F)(F)F)F)CC (4-amino-1H-pyrazolo[4,3-c]pyridin-7-yl)-N'-ethyl-N'-[(1S)-1-[2-fluoro-4-(1,1,2,2,2-pentafluoroethyl)phenyl]ethyl]oxamide